COC=1C=C(C#N)C=C(C1)C1=CC(=NO1)CN1C(=NC=2CCCCC2C1=O)C 3-methoxy-5-(3-((2-methyl-4-oxo-5,6,7,8-tetrahydroquinazolin-3(4H)-yl)methyl)isoxazol-5-yl)benzonitrile